CC1([C@H](C1)C(=O)N1CC2(C1)CN(CC2C(=O)OCC)C(=O)C=2C=NN(C2)CC2=CC=C(C=C2)F)C ethyl 2-((S)-2,2-dimethylcyclopropane-1-carbonyl)-6-(1-(4-fluorobenzyl)-1H-pyrazole-4-carbonyl)-2,6-diazaspiro[3.4]octane-8-carboxylate